C(C)(C)(C)OC(=O)N1CC=2N(N=CC2C1)C(C(=O)NC1=C(C=C(C=C1)C(F)(F)F)C1CC1)(C)C 1-(1-((2-cyclopropyl-4-(trifluoromethyl)phenyl)amino)-2-methyl-1-oxopropan-2-yl)-4,6-dihydropyrrolo[3,4-c]pyrazole-5(1H)-carboxylic acid tert-butyl ester